CN(C1=CC(=C(C(=N1)CN(C(OC(C)(C)C)=O)C)C=O)C(N(C)C)=O)C tert-butyl {[6-(dimethylamino)-4-(dimethylcarbamoyl)-3-formylpyridin-2-yl]methyl}methylcarbamate